[Si](C)(C)(C(C)(C)C)OCC(=O)N=[S@@](=O)(C)C=1C=C(C=CC1)NC(C1=C(C=C(C(=C1)Cl)C(F)(F)F)OC=1C(=NC(=CC1)F)C)=O (R)-N-(3-(N-(2-((tert-butyldimethylsilyl)oxy)acetyl)-S-methylsulfonimidoyl)phenyl)-5-chloro-2-((6-fluoro-2-methylpyridin-3-yl)oxy)-4-(trifluoromethyl)benzamide